(S)-N-(4-methyl-3-(7-(methylamino)-1,6-naphthyridin-3-yl)phenyl)-5-(2,2,2-trifluoro-1-hydroxyethyl)nicotinamide CC1=C(C=C(C=C1)NC(C1=CN=CC(=C1)[C@@H](C(F)(F)F)O)=O)C=1C=NC2=CC(=NC=C2C1)NC